methyl 4-amino-9-(2-((1R,3S,5R)-3-((6-bromopyridin-2-yl) carbamoyl)-2-azabicyclo[3.1.0]hex-2-yl)-2-oxoethyl)-9H-pyrimido[4,5-b]indole-7-carboxylate NC1=NC=NC=2N(C3=CC(=CC=C3C21)C(=O)OC)CC(=O)N2[C@@H]1C[C@@H]1C[C@H]2C(NC2=NC(=CC=C2)Br)=O